C1(CCCCC1)C1=CC2=C([C@@H](CCO2)CNC=2C=NC=CC2C(=O)O)C=C1 3-({[(4R)-7-cyclohexyl-3,4-dihydro-2H-1-benzopyran-4-yl]methyl}amino)pyridine-4-carboxylic acid